ClC1=NC(=C2N=CNC2=N1)NCCC1=CC=C(C=C1)[N+](=O)[O-] 2-Chloro-N-(4-nitrophenethyl)-9H-purin-6-amin